NC1CN(C1)C1=C2C(=NC=C1)N(N=C2CNC(C=C)=O)C2=CC=C(C=C2)OC(F)(F)F N-((4-(3-aminoazetidin-1-yl)-1-(4-(trifluoromethoxy)phenyl)-1H-pyrazolo[3,4-b]pyridin-3-yl)methyl)acrylamide